4-[(R or S)-(4-fluorophenyl)-(3-methoxyphenyl)methyl]piperidine FC1=CC=C(C=C1)[C@@H](C1CCNCC1)C1=CC(=CC=C1)OC |o1:7|